2,5-Dioxo-1-(6-(6-(5-((3aS,6aR)-2-oxohexahydro-1H-thieno[3,4-d]imidazol-4-yl)pentanamido)hexanamido)hexanoyloxy)pyrrolidin-3-sulfonat O=C1N(C(CC1S(=O)(=O)[O-])=O)OC(CCCCCNC(CCCCCNC(CCCCC1SC[C@@H]2NC(N[C@@H]21)=O)=O)=O)=O